FC(C1=NC(=NC(=C1)C(F)(F)F)N1C(CCC1)C(=O)N(C)C1=CC=C(C=C1)F)(F)F 1-(4,6-bis(trifluoromethyl)pyrimidin-2-yl)-N-(4-fluorophenyl)-N-methyl-pyrrolidine-2-carboxamide